ClC1=C(C=CC2=C1B(OC2)O)OCC(=O)OC2=C1C=3C(C=CC=C2)(C=CC3)CCC1 4,9a-propanocyclopenta[8]annulen-5-yl 2-((7-chloro-1-hydroxy-1,3-dihydrobenzo[c][1,2]oxaborol-6-yl)oxy)acetate